O1[C@H](COCC1)C(N1C[C@@H]2[C@H](C1)CC(C2)NC=2N=NC(=CC2)C2=C(C(=CC(=C2)F)F)F)([2H])[2H] (3aR,5s,6aS)-2-(((S)-1,4-dioxan-2-yl)methyl-d2)-N-(6-(2,3,5-trifluorophenyl)pyridazin-3-yl)octahydrocyclopenta[c]pyrrol-5-amine